BrC1=C(C=O)C(=CC(=C1)Cl)F 2-bromo-4-chloro-6-fluoro-benzaldehyde